5-ethyl-cytosine C(C)C=1C(=NC(NC1)=O)N